(1S,2S)-N-(7-chloro-6-(1-((3R,4R)-4-hydroxy-3-methyltetrahydrofuran-3-yl)piperidin-4-yl)isoquinolin-3-yl)-2-(pyridin-3-yl)cyclopropane-1-carboxamide ClC1=C(C=C2C=C(N=CC2=C1)NC(=O)[C@@H]1[C@H](C1)C=1C=NC=CC1)C1CCN(CC1)[C@@]1(COC[C@@H]1O)C